C1=CC=C2C(=C1)NC(=S)S2 mercapto-benzothiazole